5-ethynyl-nicotinamide compound with (2S,4R)-4-azido-2-((4-chloro-3-(trifluoromethyl)phenyl)carbamoyl)pyrrole-1-carboxylic acid tert-butyl ester C(C)(C)(C)OC(=O)N1C(=CC(=C1)N=[N+]=[N-])C(NC1=CC(=C(C=C1)Cl)C(F)(F)F)=O.C(#C)C=1C=NC=C(C(=O)N)C1